FC(OC1=CC=C(C=N1)CC1=NC=CC(=C1)N1N=C(C=2C(NCCC21)=O)C)F 1-(2-((6-(difluoromethoxy)pyridin-3-yl)methyl)pyridin-4-yl)-3-methyl-1,5,6,7-tetrahydro-4H-pyrazolo[4,3-c]pyridin-4-one